1-(oxetan-2-ylmethyl)-1H-benzo[d]imidazole-6-carboxylic acid tromethamine salt NC(CO)(CO)CO.O1C(CC1)CN1C=NC2=C1C=C(C=C2)C(=O)O